C(#N)C1=C(C=CC=C1)C1=CNC2=NC(=CC=C21)NC(=O)C2CC2 N-[3-(2-cyanophenyl)-1H-pyrrolo[2,3-b]pyridin-6-yl]cyclopropanecarboxamide